C(#N)C=1C=NN2C1C(=CC(=C2)OCC(C)(C)O)C=2C=CC(=NC2)N2CCN(CC2)C(C(C2=CC=C(C=C2)F)NC(OC(C)(C)C)=O)=O tert-butyl (2-(4-(5-(3-cyano-6-(2-hydroxy-2-methyl propoxy)pyrazolo[1,5-a]pyridin-4-yl)pyridin-2-yl)piperazin-1-yl)-1-(4-fluorophenyl)-2-oxoethyl)carbamate